FC1=C(C(=C2C=NNC2=C1C(=O)N(C)C)C=1C=CC=2N(C1)C=C(N2)NC(=O)[C@H]2[C@H](C2)F)C 6-fluoro-4-(2-((1S,2S)-2-fluorocyclopropane-1-carboxamido)imidazo[1,2-a]pyridin-6-yl)-N,N,5-trimethyl-1H-indazole-7-carboxamide